FC1=CC=C(C=C1)C=1C=C(N2C1C1=CC(=C(C=C1CC2)OC)C=2N=NN(N2)C)C(=O)O 1-(4-fluorophenyl)-8-methoxy-9-(2-methyltetrazol-5-yl)-5,6-dihydropyrrolo[2,1-a]isoquinoline-3-carboxylic acid